2-cyclohexylpiperidine C1(CCCCC1)C1NCCCC1